pyridin-4-ylboronic acid N1=CC=C(C=C1)B(O)O